2-Chloro-4-((S)-8-(4-(4-((1-(3-(((R)-2,6-dioxo-piperidin-3-yl)amino)-phenyl)piperidin-4-yl)-methyl)piperazine-1-carbonyl)phenyl)-3-methyl-2,8-diazaspiro[4.5]decan-2-yl)benzonitrile ClC1=C(C#N)C=CC(=C1)N1CC2(C[C@@H]1C)CCN(CC2)C2=CC=C(C=C2)C(=O)N2CCN(CC2)CC2CCN(CC2)C2=CC(=CC=C2)N[C@H]2C(NC(CC2)=O)=O